FC(OC=1C=C(C=CC1)C=1OC=2N=C3N(C(C2N1)=O)CCCC3)(F)F 2-(3-(trifluoromethoxy)phenyl)-5,6,7,8-tetrahydro-10H-oxazolo[5,4-d]pyrido[1,2-a]pyrimidin-10-one